4-(2-chlorophenyl)-7-[1-methyl-2-oxo-2-[3-(2H-tetrazol-5-yl)-1-piperidyl]ethoxy]chromen-2-one ClC1=C(C=CC=C1)C1=CC(OC2=CC(=CC=C12)OC(C(N1CC(CCC1)C=1N=NNN1)=O)C)=O